(benzyl(butoxycarbonyl)amino)butanoate C(C1=CC=CC=C1)N(C(=O)OCCCC)C(C(=O)[O-])CC